ClC=1C=C2C=C(NC2=CC1OCC=1N=CSC1)CNC(=O)C12CC(C1)C2 N-((5-chloro-6-(thiazol-4-ylmethoxy)-1H-indol-2-yl)methyl)bicyclo[1.1.1]pentane-1-carboxamide